CC1=C(C(=C(C(=C1O)C)C)C(C)(C)C1=CC=C(C=C1)O)C tetramethyl-bisphenol-a